1-((((2-(4'-Fluoro-2'-(4-methyl-4H-1,2,4-triazol-3-yl)-[1,1'-biphenyl]-3-yl)-7-methylbenzo[d]oxazol-5-yl)methyl)amino)methyl)cyclobutan-1-ol FC1=CC(=C(C=C1)C1=CC(=CC=C1)C=1OC2=C(N1)C=C(C=C2C)CNCC2(CCC2)O)C2=NN=CN2C